(S)-3-(3,5-dichloro-4-fluorophenyl)-1-(1-(7,8-difluoro-1-oxo-1,2-dihydroisoquinolin-4-yl)ethyl)-1-methylurea ClC=1C=C(C=C(C1F)Cl)NC(N(C)[C@@H](C)C1=CNC(C2=C(C(=CC=C12)F)F)=O)=O